CC=1OC(=CC1C(=O)O)C=C 2-Methyl-5-vinyl-3-furoic acid